1-Methyl-4-[3-(4,4,5,5-tetramethyl-1,3,2-dioxaborolane-2-yl)phenyl]piperazine CN1CCN(CC1)C1=CC(=CC=C1)B1OC(C(O1)(C)C)(C)C